COC=1C=C(C=CC1NCC#CC=1N(C2=CC=CC(=C2C1)NC1CCC(CC1)N(C)C)CC(F)(F)F)S(=O)(=O)NC(C)=O N-(3-methoxy-4-{[3-(4-{[(1S,4S)-4-(dimethyl-amino)cyclohexyl]amino}-1-(2,2,2-trifluoroethyl)-1H-indol-2-yl)prop-2-yn-1-yl]amino}benzenesulfonyl)acetamide